Cl.COC(C(C1=CC=C(C=C1)Br)N)=O 2-amino-2-(4-bromophenyl)acetic acid methyl ester hydrochloride